CC(=CCC/C(=C/CC/C(=C/CC/C(=C/CC/C(=C/CC/C(=C/CC1=C(C(=CC(=C1)C(=O)O)O)O)/C)/C)/C)/C)/C)C The molecule is a dihydroxybenzoic acid where the hydroxy groups are at the 4- and 5-positions together with a hexaprenyl group at the 3-position. It has a role as a mouse metabolite. It derives from a benzoic acid. It is a conjugate acid of a 3-hexaprenyl-4,5-dihydroxybenzoate.